C12(CC3(CC(CC(C1)C3)C2)NC(C2=NC(=CC=C2)C2=NC3=C(N2)C=CC=C3)=O)NC(C3=NC(=CC=C3)C3=NC2=C(N3)C=CC=C2)=O N,N'-((1s,3s,5s,7s)-adamantane-1,3-diyl)bis(6-(1H-benzo[d]imidazol-2-yl)picolinamide)